acetone 2,4-dinitrophenylhydrazone [N+](=O)([O-])C1=C(C=CC(=C1)[N+](=O)[O-])NN=C(C)C